4-(1-((6-((6-azaspiro[3.4]octan-6-yl)methyl)imidazo[1,2-a]pyridin-2-yl)methyl)-1H-1,2,3-triazol-4-yl)-6-nitro-1-(tetrahydro-2H-pyran-2-yl)-1H-indazole C1CCC12CN(CC2)CC=2C=CC=1N(C2)C=C(N1)CN1N=NC(=C1)C1=C2C=NN(C2=CC(=C1)[N+](=O)[O-])C1OCCCC1